FC(CC(C(=O)NC1=NC=CC(=C1)C1=C(C=2C(N(C=CC2N1)C)=O)C1=CC=C(C=C1)F)C1=CC=C(C=C1)F)F (+)-4,4-difluoro-2-(4-fluorophenyl)-N-{4-[3-(4-fluorophenyl)-5-methyl-4-oxo-4,5-dihydro-1H-pyrrolo[3,2-c]pyridin-2-yl]pyridin-2-yl}butanamide